1,1,2,3,4,4,4-Heptafluoro-2-buten FC(C(=C(C(F)(F)F)F)F)F